OC1=CC(=CC2=C1C=C(O2)C(C)=O)OC 1-(4-hydroxy-6-methoxybenzofuran-2-yl)ethanone